trans-4-(3-fluorophenyl)-2-methyl-3-phenylcyclobut-2-ene-1-carboxylic acid methyl ester COC(=O)[C@@H]1C(=C([C@H]1C1=CC(=CC=C1)F)C1=CC=CC=C1)C